7-bromo-3-((3-((1-((2,2-Dimethyl-1,3-dioxol-4-yl)methyl)piperidin-4-yl)oxy)-3-oxopropyl)aminyl)benzo[e][1,2,4]triazine-1,4-dioxide BrC1=CC2=C([N+](=C(N=[N+]2[O-])NCCC(=O)OC2CCN(CC2)CC=2OC(OC2)(C)C)[O-])C=C1